Benzyl (1-methylcyclobutyl)carbamate CC1(CCC1)NC(OCC1=CC=CC=C1)=O